OC(=O)CCCCCCCCC.OC(=O)CCCCCCCCC.C(CCCCCCC)(=O)O.C(CCCCCCC)(=O)O.C(CCCO)O butylene glycol dicaprylate dicaprate